5-amino-1-[2-(trifluoromethyl)cyclopropyl]-1H-imidazole-4-carboxylic acid ethyl ester C(C)OC(=O)C=1N=CN(C1N)C1C(C1)C(F)(F)F